FC(C=1C(=C(C=CC1)[C@@H](C)NC=1C2=C(N=C(N1)C)C=NC(=C2)N2CCN(CC2)CCOC2=CC=C(C(=O)OC)C=C2)F)F methyl 4-(2-{4-[4-({(1R)-1-[3-(difluoromethyl)-2-fluorophenyl]ethyl}amino)-2-methylpyrido[3,4-d]pyrimidin-6-yl]piperazin-1-yl}ethoxy)benzoate